(2S)-2-(tert-butoxycarbonylamino)-3-methoxypropionic acid C(C)(C)(C)OC(=O)N[C@H](C(=O)O)COC